C(C)(C)(C)OC(=O)N[C@@H](C)C(=O)OCC1=NN=NN1C (1-methyl-1H-tetrazol-5-yl)methyl (tert-butoxycarbonyl)-L-alaninate